N(C(=O)N)C=1C(=NC=CC1)C(=O)O ureidopyridinecarboxylic acid